6-bromo-8-(4,4-difluoropiperidin-1-yl)-2-methylimidazo[1,2-a]pyrazine BrC=1N=C(C=2N(C1)C=C(N2)C)N2CCC(CC2)(F)F